pentanoylaminobenzene C(CCCC)(=O)NC1=CC=CC=C1